IC1=CC=C(C=C1)[S+](C1=CC=CC=C1)C1=CC=CC=C1 (4-iodophenyl)diphenyl-sulfonium